2-(2-hydroxy-5-methacrylamidophenyl)-5-methoxy-2H-benzotriazole OC1=C(C=C(C=C1)NC(C(=C)C)=O)N1N=C2C(=N1)C=CC(=C2)OC